CN1N=CC(=C1)N[C@@H]1CN(CC1)C(=O)OC(C)(C)C Tert-butyl (3S)-3-[(1-methyl-1H-pyrazol-4-yl)amino]pyrrolidine-1-carboxylate